C(C)NC(=O)C=1C=C(C=CC1)B(O)O 3-(N-ETHYLAMINOCARBONYL)PHENYLBORONIC ACID